(5R)-5-AMINO-5-(2-PYRROLIDINYLPHENYL)PENTANOIC ACID N[C@H](CCCC(=O)O)C1=C(C=CC=C1)N1CCCC1